CC=1C=C(C2=C(C(=C(O2)CNC(=O)C=2C=NN3C2N=CC=C3)C(F)(F)F)C1)C(=O)O 5-Methyl-2-((pyrazolo[1,5-a]pyrimidine-3-carboxamido)methyl)-3-(trifluoromethyl)benzofuran-7-carboxylic acid